2-[4-[[(3R)-1-ethyl-3-piperidyl]amino]pyrido[3,4-d]pyridazin-1-yl]-5-methylsulfonyl-phenol C(C)N1C[C@@H](CCC1)NC=1N=NC(=C2C1C=NC=C2)C2=C(C=C(C=C2)S(=O)(=O)C)O